1-(3-amino-2-hydroxy-propyl)urea NCC(CNC(=O)N)O